NC1CN(C1)C1=CC(=C(C(=C1)F)C1C(NC(CC1)=O)=O)F 3-(4-(3-aminoazetidin-1-yl)-2,6-difluorophenyl)piperidine-2,6-dione